3-(4-fluorophenyl)-1-methyl-2,4-dioxo-1,2,3,4-tetrahydropyrimidine-5-carbonyl chloride FC1=CC=C(C=C1)N1C(N(C=C(C1=O)C(=O)Cl)C)=O